Cl.O=C1NC(CCC1NC(=O)C1=CC(=CC=2N(C(=NC21)C)CC(=O)O)OC)=O 2-{4-[(2,6-dioxopiperidin-3-yl)carbamoyl]-6-methoxy-2-methyl-1H-1,3-benzodiazol-1-yl}acetic acid hydrochloride